C1=CC=CC=2C3=CC=CC=C3C(C12)N([C@H](C(=O)O)CC1=CC=C(C=C1)C)C(=O)OC (2S)-2-(9H-fluoren-9-yl-methoxycarbonyl-amino)-3-(4-methyl-phenyl)propanoic acid